2-bromo-1,1,2-triphenylethylene BrC(=C(C1=CC=CC=C1)C1=CC=CC=C1)C1=CC=CC=C1